3-trifluoromethyl-4-(4-bromophenyl)-isocoumarin FC(C=1OC(=O)C2=CC=CC=C2C1C1=CC=C(C=C1)Br)(F)F